[Mn](=O)(=O)(O)O.[Li] lithium manganic acid